2,2'-dicyano-2,2'-azobis-propane C(#N)C(C)(C)N=NC(C)(C)C#N